NCCCCCC(=O)NCCCCCC(=O)NCCOCC[N+]1(CCCC1)CCOP(=O)(O)[O-] 2-[1-[2-[2-[6-(6-Aminohexanoylamino)hexanoylamino]ethoxy]ethyl]pyrrolidin-1-ium-1-yl]ethyl-hydrogenphosphat